NCCC1=CC=C(C=N1)C1=C(C=C(C#N)C=C1)OC1=NC(=NC(=C1)N1CCOCC1)C(F)(F)F 4-[6-(2-aminoethyl)pyridin-3-yl]-3-[6-morpholin-4-yl-2-(trifluoromethyl)pyrimidin-4-yl]oxybenzonitrile